C(C)(C)OC1=CC(=C(C=C1)C(C(C)C)=N)C 1-(4-isopropoxy-2-methylphenyl)-1-imino-2-methylpropan